eicosanoic acid 3-dodecylheptadecyl ester C(CCCCCCCCCCC)C(CCOC(CCCCCCCCCCCCCCCCCCC)=O)CCCCCCCCCCCCCC